BrC1=C(C(=C(OCC#N)C=C1)F)F 2-(4-bromo-2,3-difluoro-phenoxy)acetonitrile